(S)-6-(((1-(1-(tert-butyl)piperidin-4-yl)-1H-1,2,3-triazol-4-yl)(1-methyl-1H-imidazol-4-yl)methyl)amino)-8-chloro-4-((3-chloro-4-fluorophenyl)amino)quinoline-3-carbonitrile C(C)(C)(C)N1CCC(CC1)N1N=NC(=C1)[C@H](C=1N=CN(C1)C)NC=1C=C2C(=C(C=NC2=C(C1)Cl)C#N)NC1=CC(=C(C=C1)F)Cl